C(C)(=O)C1=C(C=C(C=C1)Cl)C=1C(=NN(C(C1)=O)[C@H](C(=O)OC)CC1=CC=CC=C1)OC methyl (S)-2-(4-(2-acetyl-5-chlorophenyl)-3-methoxy-6-oxopyridazine-1(6H)-yl)-3-phenylpropanoate